C(C)(C)(C)C1=CC(=NO1)NC(=O)NC1=CC=C(C=C1)N1C=NC2=C1C=CC(=C2)OCCOCCO 1-(5-tert-butyl-isoxazol-3-yl)-3-(4-{5-[2-(2-hydroxy-ethoxy)-ethoxy]-benzimidazol-1-yl}-phenyl)-urea